(E)-4-((5-(dimethylamino)-4-phenylthiophen-2-yl)methylene)-3-(trifluoromethyl)isoxazol-5(4H)-one CN(C1=C(C=C(S1)\C=C\1/C(=NOC1=O)C(F)(F)F)C1=CC=CC=C1)C